2-(4-(2-(dimethylamino)ethyl)-2-oxopyridin-1(2H)-yl)-4-methylpentanoic acid CN(CCC1=CC(N(C=C1)C(C(=O)O)CC(C)C)=O)C